C(C)(=O)N[C@H](C(=O)N1[C@@H]([C@@H]2[C@H](C1)CCC2)C(=O)N[C@@H](C[C@H]2C(NCCC2)=O)C#N)C(C(F)(F)F)C(F)(F)F (1S,3aR,6aS)-2-((S)-2-acetamido-4,4,4-trifluoro-3-(trifluoromethyl)butanoyl)-N-((S)-1-cyano-2-((S)-2-oxopiperidin-3-yl)ethyl)octahydrocyclopenta[c]pyrrole-1-carboxamide